3-(3-chlorophenyl)-6-(piperidin-1-yl)hex-4-ynoic acid ClC=1C=C(C=CC1)C(CC(=O)O)C#CCN1CCCCC1